FC1=C(C=C(C=C1F)C1=C(C=NN1C(F)F)[N+](=O)[O-])C(CCC[C@H](C(=O)O)C)(OC)OC (R)-6-(2,3-difluoro-5-(1-difluoromethyl-4-nitro-1H-pyrazol-5-yl)phenyl)-6,6-dimethoxy-2-methylhexanoic acid